ClC1=CC=C(OCC2=NN(C=3CN(CCC32)C(=O)OC(C)(C)C)C)C=C1 tert-butyl 3-((4-chlorophenoxy) methyl)-1-methyl-1,4,5,7-tetrahydro-6H-pyrazolo[3,4-c]pyridine-6-carboxylate